4-[(5-bromo-1-methyl-imidazole-2-carbonyl)amino]-2-fluoro-benzoic acid BrC1=CN=C(N1C)C(=O)NC1=CC(=C(C(=O)O)C=C1)F